2,5-dichloro-N-(2-(((R)-1-((R)-6,7-dimethyl-4,10-dioxo-1,3,7,2-dioxazaborecan-2-yl)-3-methylbutyl)amino)-2-oxoethyl)benzamide ClC1=C(C(=O)NCC(=O)N[C@@H](CC(C)C)B2OC(CCN([C@@H](CC(O2)=O)C)C)=O)C=C(C=C1)Cl